OC1C(CCC1)N1/C(/SCC1)=N/C(=O)C1=CN(C2=NC=CC=C21)COCC[Si](C)(C)C (NZ)-N-[3-(2-hydroxycyclopentyl)thiazolidin-2-ylidene]-1-(2-trimethylsilylethoxymethyl)pyrrolo[2,3-b]pyridine-3-carboxamide